OC=1C=C(C=C(C1C(C)C)O)\C=C/C1=CC=CC=C1 (Z)-3,5-dihydroxyl-4-isopropyl-stilbene